C(C1=CC=CC=C1)OC=1C(=C(NC2=CC(=C(C=C2)F)C)C=CC1)C#CC1CCOCC1 3-benzyloxy-N-(4-fluoro-3-methyl-phenyl)-2-(2-tetrahydropyran-4-ylethynyl)aniline